N-(4-((1-formylpiperidin-4-yl)thio)-3-cyanophenyl)-N-(4-fluorobenzyl)propanesulfonamide ethyl-2-(2-((7-bromobenzofuran-5-yl)methoxy)-4-((diethoxyphosphorylamino)methyl)phenyl)acetate C(C)OC(CC1=C(C=C(C=C1)CNP(=O)(OCC)OCC)OCC=1C=C(C2=C(C=CO2)C1)Br)=O.C(=O)N1CCC(CC1)SC1=C(C=C(C=C1)N(S(=O)(=O)CCC)CC1=CC=C(C=C1)F)C#N